4-(2-hydroxypropan-2-yl)-2-propyl-1H-imidazole-5-carboxylate OC(C)(C)C=1N=C(NC1C(=O)[O-])CCC